ethyl (3S,4S)-4-(((S)-1-phenylethyl)amino)tetrahydrofuran-3-carboxylate C1(=CC=CC=C1)[C@H](C)N[C@H]1[C@@H](COC1)C(=O)OCC